(4-nitrophenyl) carbonate C(OC1=CC=C(C=C1)[N+](=O)[O-])([O-])=O